F[C@H]1C[C@H](N(C1)C(CN1C[C@@H](CC1)NC=1C=C2C=C(C=NC2=CC1)C)=O)C#N (2S,4S)-4-fluoro-1-[2-[(3R)-3-[(3-methyl-6-quinolyl)amino]pyrrolidin-1-yl]acetyl]pyrrolidine-2-carbonitrile